N-[[4-(bromomethyl)phenyl](methyl)oxo-lambda6-sulfanylidene]-2,2,2-trifluoroacetamide BrCC1=CC=C(C=C1)S(=NC(C(F)(F)F)=O)(=O)C